2-Chloro-N-(5-methyl-1,3,4-oxadiazol-2-yl)-3-[((S)-methylsulfinyl)]-4-(trifluoromethyl)benzamid ClC1=C(C(=O)NC=2OC(=NN2)C)C=CC(=C1[S@@](=O)C)C(F)(F)F